2-methylene-4-oxo-4-(1-(4-(3,3,3-trifluoroprop-1-yn-1-yl)phenyl)cyclobutoxy)butanoic acid C=C(C(=O)O)CC(OC1(CCC1)C1=CC=C(C=C1)C#CC(F)(F)F)=O